6-(thiazol-2-yl)-[2,2'-bipyridine]-3-carbonitrile S1C(=NC=C1)C1=CC=C(C(=N1)C1=NC=CC=C1)C#N